1-methyl-N-((1s,4s)-4-((7-morpholinoquinazolin-5-yl)oxy)cyclohexyl)-1H-imidazole-4-carboxamide CN1C=NC(=C1)C(=O)NC1CCC(CC1)OC1=C2C=NC=NC2=CC(=C1)N1CCOCC1